alpha-cumyl peroxydecanoate C(CCCCCCCCC)(=O)OOC(C)(C)C1=CC=CC=C1